NC1CCN(CC1)C=1N(C(C=C(N1)C1=CC(=C(C#N)C=C1)F)=O)CC1CC1 4-[2-(4-amino-piperidin-1-yl)-1-cyclopropylmethyl-6-oxo-1,6-dihydro-pyrimidin-4-yl]-2-fluoro-benzonitrile